perfluorooctanyl-trichlorosilane FC(C(C(C(C(C(C(C(F)(F)F)(F)F)(F)F)(F)F)(F)F)(F)F)(F)F)([Si](Cl)(Cl)Cl)F